[N+](=O)([O-])C1=CN=C(S1)SC=1SC2=C(N1)C=CC=C2 2-(5-nitrothiazol-2-ylsulfanyl)benzo[D]thiazole